C1(=CC(=CC=C1)N1C=CC=C1)C 1-(M-Tolyl)-1H-pyrrole